CN(C(C(NC=1C=NC=C(C1)C(F)(F)F)=O)=O)CC1=CC=C(C(=O)OC)C=C1 methyl 4-((N-methyl-2-oxo-2-((5-(trifluoromethyl)pyridin-3-yl)amino)acetamido)methyl)benzoate